ethyl (S)-3-benzyl-2,6,9-trimethyl-4H-thieno[3,2-f][1,2,4]triazolo[4,3-a][1,4]diazepine-5(6H)-carboxylate C(C1=CC=CC=C1)C1=C(SC2=C1CN([C@H](C=1N2C(=NN1)C)C)C(=O)OCC)C